1,2,3-triazole-4-sulfonamide N1N=NC(=C1)S(=O)(=O)N